COCCN1CC2(C1)CNC2 2-(2-methoxyethyl)-2,6-diazaspiro[3.3]heptane